C(#N)CCC1C(NC(N1)=O)=O 5-(2-cyanoethyl)hydantoin